CC1(OCCO1)C1=CN=C(S1)C=O 5-(2-Methyl-1,3-dioxolane-2-yl)thiazole-2-carbaldehyde